8-Methyl-2-[2-(pyridin-3-yl)propan-2-yl]-4,5-dihydro-2H-furo[2,3-g]indazole-7-carboxylic acid ethyl ester C(C)OC(=O)C1=C(C2=C(CCC3=CN(N=C23)C(C)(C)C=2C=NC=CC2)O1)C